4-(bromoethyl)-1,2-dimethylbenzene BrCCC1=CC(=C(C=C1)C)C